N1N=NC=C1CCCC(=O)N1CC(C1)C=1C=NC(=CC1)OC1=CC=C(C=C1)OC(F)(F)F 4-(1H-Triazol-5-yl)-1-[3-[6-[4-(trifluoromethoxy)phenoxy]-3-pyridyl]azetidin-1-yl]butan-1-one